[N+](=O)([O-])C1=CC=C(C(=O)[O-])C=C1 4-nitro-benzoate